2-(1-methylheptyl)-5-methylphenol CC(CCCCCC)C1=C(C=C(C=C1)C)O